2-Amino-4-(3-chlorophenyl)cyclobutan-1-ol NC1C(C(C1)C1=CC(=CC=C1)Cl)O